Cl.C1(=CC=CC=C1)N1CC(C(CC1)=O)C(=O)OC methyl 1-phenyl-4-oxopiperidine-3-carboxylate hydrochloride